COC[C@H]1OC([C@H]([C@H]([C@@H]1OC)OC)C(F)(F)F)OC[C@H]1O[C@@H]([C@@H](C([C@@H]1OCC1=CC=CC=C1)OCC1=CC=CC=C1)OCC1=CC=CC=C1)OC (2R,3S,4R,5S)-2-(methoxymethyl)-3,4-bis(methoxy)-5-(trifluoromethyl)-6-(((2R,3R,5R,6S)-3,4,5-tris(benzyloxy)-6-methoxytetrahydro-2H-pyran-2-yl)methoxy)tetrahydropyran